N1=CC(=CC2=CC=CC=C12)C=1C=C2N(N1)CCC21CN(C1)C(C=C)=O 1-[2'-(quinolin-3-yl)-5',6'-dihydrospiro[azetidine-3,4'-pyrrolo[1,2-b]pyrazol]-1-yl]prop-2-en-1-one